BrC1=C2CCC(C2=CC(=C1)F)=O 4-bromo-6-fluoro-indan-1-one